C1(=CC=CC2=CC=CC=C12)C(=C)NC(C)=O N-(1-(1-naphthyl)vinyl)acetamide